rac-(2S,4r)-4-ethyl-2-phenyl-piperidine C(C)[C@H]1C[C@H](NCC1)C1=CC=CC=C1 |r|